N-(hexadecyloxypropyl)-N-hydroxyethyl-hexadecanamide C(CCCCCCCCCCCCCCC)OCCCN(C(CCCCCCCCCCCCCCC)=O)CCO